N1=C(NC2=C1C=1CCCCC1C=C2)CCNCCC=2OC=C(N2)C(=O)OCC2=NC=CC=C2OC (3-methoxypyridin-2-yl)methyl 2-(2-((2-(6,7,8,9-tetrahydro-3H-naphtho[1,2-d]imidazol-2-yl)ethyl)amino)ethyl)oxazole-4-carboxylate